cyclopropyl-((2s,4r)-2-phenylpiperidin-4-yl)carbamic acid tert-butyl ester C(C)(C)(C)OC(N([C@H]1C[C@H](NCC1)C1=CC=CC=C1)C1CC1)=O